5-[(2,5-Dichlorophenoxyethylthio)methyl]oxazol-2(3H)-thione ClC1=C(OCCSCC2=CNC(O2)=S)C=C(C=C1)Cl